FC1=CC=2N(C=C1NC(=O)N1CCC=3C1=NC=CC3N3CC1CCC(C3)N1C(=O)OC(C)(C)C)C=C(N2)C tert-butyl 3-(1-((7-fluoro-2-methylimidazo[1,2-a]pyridin-6-yl)carbamoyl)-2,3-dihydro-1H-pyrrolo[2,3-b]pyridin-4-yl)-3,8-diazabicyclo[3.2.1]octane-8-carboxylate